4-[2-[2-(2-aminoethoxy)ethoxy]ethylamino]-2-(2,6-dioxo-3-piperidinyl)isoindoline-1,3-dione NCCOCCOCCNC1=C2C(N(C(C2=CC=C1)=O)C1C(NC(CC1)=O)=O)=O